Methyl 4-amino-2-(methylsulfanyl)-1,3-thiazole-5-carboxylate NC=1N=C(SC1C(=O)OC)SC